N-((3-(4-(trifluoromethyl)phenyl)imidazo[1,5-a]pyridin-1-yl)methyl)propionamide FC(C1=CC=C(C=C1)C1=NC(=C2N1C=CC=C2)CNC(CC)=O)(F)F